BrC1=CC(=C(C(=O)NCCCC[C@@H](C(=O)O)NC(=O)O[C@H](C(=O)O)CCC(=O)O)C=C1)F (S)-2-((((S)-5-(4-bromo-2-fluorobenzamido)-1-carboxypentyl)carbamoyl)oxy)pentanedioic acid